N,N'-bis[2-(1H-imidazol-4-yl)ethyl]propanediamide dihydrochloride hydrate O.Cl.Cl.N1C=NC(=C1)CCNC(CC(=O)NCCC=1N=CNC1)=O